BrC=1C=C2CC([C@@H](C2=CC1)N)(C)C (S)-5-bromo-2,2-dimethyl-2,3-dihydro-1H-inden-1-amine